N,N,N'-tris-(2-aminoethyl)ethylenediamine NCCN(CCNCCN)CCN